FC1=C(C=CC=C1)C=1C=C2C(=CN(C2=CC1)C=1SC=C(N1)C(=O)O)CC1=CC=C(C=C1)S(N)(=O)=O 2-(5-(2-fluorophenyl)-3-(4-sulfamoylbenzyl)-1H-indol-1-yl)thiazole-4-carboxylic acid